C(C)C1=NN2C(N(C3=C(C2=O)CN(C3=O)C[C@@H]3COCC3)CC(=O)O)=C1 |r| {2-ethyl-5,8-dioxo-6-[(±)-tetrahydrofuran-3-ylmethyl]-5,6,7,8-tetrahydro-4H-pyrazolo[1,5-a]pyrrolo[3,4-d]pyrimidin-4-yl}acetic acid